2-[2-[2-chloro-3-(2,3-dichloro-4-pyridyl)anilino]-3-fluoro-4-pyridyl]acetaldehyde ClC1=C(NC2=NC=CC(=C2F)CC=O)C=CC=C1C1=C(C(=NC=C1)Cl)Cl